CCC(CCN(C)C)N=C=NC(CC)CCN(C)C 1-ethyl-3-(3-dimethylamino)propylcarbodiimide